(S)-2-(cyanomethyl)-4-(2-(((S)-1-methylpyrrolidin-2-yl)methoxy)-5,6,7,8-Tetrahydro-1,7-naphthyridin-4-yl)piperazine-1-carboxylate C(#N)C[C@@H]1N(CCN(C1)C1=CC(=NC=2CNCCC12)OC[C@H]1N(CCC1)C)C(=O)[O-]